N1=C(NCC1)C=1C=CC=C(N)C1 5-(4,5-dihydro-3H-imidazol-2-yl)aniline